N-methyl-3-[(6-{[2-(1-methylpyrazol-4-yl)-4-pyridyl]oxy}-4-oxo-quinazolin-3-yl)methyl]benzenesulfonamide CNS(=O)(=O)C1=CC(=CC=C1)CN1C=NC2=CC=C(C=C2C1=O)OC1=CC(=NC=C1)C=1C=NN(C1)C